4-[3-(3-Methyl-6-{[(3-methylphenyl)methyl]oxy}-1-phenylpyrazolo[3,4-b]pyridin-5-yl)-1,2,4-oxadiazepin-5-yl]phenol CC1=NN(C2=NC(=C(C=C21)C2=NOC=CC(=N2)C2=CC=C(C=C2)O)OCC2=CC(=CC=C2)C)C2=CC=CC=C2